O=C1CC(N1)C(=O)O 4-Oxo-Azetidine-2-Carboxylic Acid